NC(=N)N Aminomethanamidin